2-(tert-Butyl)-7-isopropyl-4-phenyl-5-(propan-2-ylidene)-5H-benzo[d][1,3]diazepine C(C)(C)(C)C=1N=C(C(C2=C(N1)C=CC(=C2)C(C)C)=C(C)C)C2=CC=CC=C2